C(=CC=CCCCCCCCC)O (5z,7e)-dodecadienol